4-(4-cyclopropyl-3-methylpiperazin-1-yl)-N-(7-fluoro-2-methylimidazo[1,2-a]pyridin-6-yl)-2,3-dihydro-1H-pyrrolo[2,3-b]pyridine-1-carboxamide 2,2,2-trifluoroacetate FC(C(=O)O)(F)F.C1(CC1)N1C(CN(CC1)C1=C2C(=NC=C1)N(CC2)C(=O)NC=2C(=CC=1N(C2)C=C(N1)C)F)C